FC1=C(C=CC(=C1)F)C(CN1C=NC=C1)=O 1-(2,4-difluorophenyl)-2-(1H-imidazol-1-yl)ethan-1-one